BrC1=CC=C(C=C1)C1(C2=CC=CC=C2C=2C=CC=CC12)C1=CC=C(C=C1)C1=CC=CC=2C3=CC=CC=C3NC12 (4-(9-(4-bromophenyl)-9H-fluoren-9-yl)phenyl)-9H-carbazole